C(C)(C)C1NC=CC2=CC=CC=C12 1-isopropyl-1,2-dihydroisoquinoline